N=1C=CN2C1C=CC(=C2)C=2NC1=CC=C(C=C1C2C(C)C)C2CCN(CC2)CC(=O)NC(C)C 2-(4-(2-(imidazo[1,2-a]pyridin-6-yl)-3-isopropyl-1H-indol-5-yl)piperidin-1-yl)-N-isopropyl-acetamide